(3S,4S,5R)-1-(((S)-1-(2-(trifluoromethyl)pyridin-3-yl)piperidin-3-yl)methyl)piperidine-3,4,5-triol FC(C1=NC=CC=C1N1C[C@@H](CCC1)CN1C[C@@H](C([C@@H](C1)O)O)O)(F)F